The molecule is a branched mannopentaose comprised of a linear tetrasaccharide unit of D-mannose residues linked sequentially alpha(1->2), alpha(1->6) and alpha(1->6), to the residue at the reducing end is also linked alpha(1->2) a fifth D-mannose residue. C([C@@H]1[C@H]([C@@H]([C@@H]([C@H](O1)O[C@H]2[C@H]([C@@H]([C@H](O[C@@H]2OC[C@@H]3[C@H]([C@@H]([C@@H]([C@H](O3)OC[C@@H]4[C@H]([C@@H]([C@@H](C(O4)O)O[C@@H]5[C@H]([C@H]([C@@H]([C@H](O5)CO)O)O)O)O)O)O)O)O)CO)O)O)O)O)O)O